1-phenyl-2-tetrazoline-5-thione C1(=CC=CC=C1)N1N=NNC1=S